tert-butyl 2-(1-(4-chloro-2-fluorophenyl) ethoxy)-5,8-dihydro-1,7-naphthyridine-7(6H)-carboxylate ClC1=CC(=C(C=C1)C(C)OC1=NC=2CN(CCC2C=C1)C(=O)OC(C)(C)C)F